C(CCCCCCCCCCCCCCCCC)(=O)[N+](C)(C)C(CCCCCCCCCCCCCCCCC)=O distearoyl-dimethylammonium